Pentane-1,4-diol C(CCC(C)O)O